ClC1=C(C=CC=C1OC1COC1)C(CC)=O 1-(2-chloro-3-(oxetan-3-yloxy)phenyl)propan-1-one